SCCC1CS1 4-mercaptobutene sulfide